ClC=1C=C2C(=CN1)N(C(=C2C)C2=C(C=CC=C2)OC)C 5-chloro-2-(2-methoxyphenyl)-1,3-dimethyl-1H-pyrrolo[2,3-c]pyridine